[Si](C)(C)(C(C)(C)C)OCC12C(C(C(C(C=C1)(O2)C)Cl)=O)Cl 1-[[tert-butyl(dimethyl)silyl]oxymethyl]-2,4-dichloro-5-methyl-8-oxabicyclo[3.2.1]oct-6-en-3-one